FC1=C(C(=O)O)C(=CC=C1)NC(=O)SCC1=CC=C(C=C1)C(F)(F)F 2-fluoro-6-((((4-(trifluoromethyl)benzyl)thio)carbonyl)amino)benzoic acid